FCC=1C=C(CNC(=O)C=2OC=C(N2)C2=NC(=NC=C2C)NC2=CC=NN2C)C=CC1 N-(3-(fluoromethyl)benzyl)-4-(5-methyl-2-((1-methyl-1H-pyrazol-5-yl)amino)pyrimidin-4-yl)oxazole-2-carboxamide